2-(4-(p-trifluoromethylphenyl)benzyl)imino-4-methyl-5-acetylthiazole FC(C1=CC=C(C=C1)C1=CC=C(CN=C2SC(=C(N2)C)C(C)=O)C=C1)(F)F